C(C)(C)(C)OC(=O)N(C(OC(C)(C)C)=O)C1=NC=CC(=N1)C1=C(C=2C(NCCC2N1)=O)NC1=C(C(=C(C=C1)F)Cl)OC tert-butyl N-(tert-butoxycarbonyl)-N-(4-[3-[(3-chloro-4-fluoro-2-methoxyphenyl)amino]-4-oxo-1H,5H,6H,7H-pyrrolo[3,2-c]pyridin-2-yl]pyrimidin-2-yl)carbamate